ClC1=CC=C(C=N1)NC1=NC=CC2=CC(=CC=C12)OCC=1SC=CN1 N-(6-chloropyridin-3-yl)-6-(thiazol-2-ylmethoxy)isoquinolin-1-amine